tin copper-niobium [Nb].[Cu].[Sn]